C(C)(=O)NC=1C(=CC=CC1)C N-acetyl-toluidine